NC=1NC(=C(N1)C1=CC=C(OCC#N)C=C1)C1=CC(=NC=C1)C 2-(4-(2-Amino-5-(2-methylpyridin-4-yl)-1H-imidazol-4-yl)phenoxy)acetonitrile